C(C)(C)(C)NC(=O)NC=1C=C2N=CC(N(C2=CC1)[C@H](C)C1=CC(=CC=C1)OCC(F)(F)F)=O (R)-1-(tert-butyl)-3-(2-oxo-1-(1-(3-(2,2,2-trifluoroethoxy)phenyl)ethyl)-1,2-dihydroquinoxalin-6-yl)urea